Ethyl (2-(2-(4-((1-(2-((tert-butyldimethylsilyl)oxy)ethyl)-6-oxo-1,6-dihydropyridin-3-yl)oxy)-3,5-dichlorophenyl)hydrazono)-2-cyanoacetyl)carbamate [Si](C)(C)(C(C)(C)C)OCCN1C=C(C=CC1=O)OC1=C(C=C(C=C1Cl)NN=C(C(=O)NC(OCC)=O)C#N)Cl